N-hydroxyethyl-N'-hydroxyethoxyethyl-piperazine OCCN1CCN(CC1)CCOCCO